ClC=1C=C(C=CC1)NC(=O)C=1SC(=CC1)C1=CC(=CC=C1)O N-(3-Chlorophenyl)-5-(3-hydroxyphenyl)thiophene-2-carboxamide